4-[(E)-1,2-difluoro-2-(4-pentylphenyl)vinyl]-2,6-difluoroaniline F\C(=C(/C1=CC=C(C=C1)CCCCC)\F)\C1=CC(=C(N)C(=C1)F)F